fluorine compound with water O.[F]